ClC1=C(OC2=NC=CC=C2C(=O)N)C=CC(=C1)CC(=O)NC=1SC(=C(N1)C1=C(C=CC=C1)F)C 2-(2-chloro-4-(2-((4-(2-fluorophenyl)-5-methylthiazol-2-yl)amino)-2-oxoethyl)phenoxy)pyridine-3-carboxamide